2-hydroxy-2-methyl-N-(1-(piperidin-4-yl)ethyl)propanamide OC(C(=O)NC(C)C1CCNCC1)(C)C